CN1N=C(C2=CC=C(C=C12)C1CCN(CC1)CCC1CN(CCC1)S(=O)(=O)N1CCC(CC1)NC1=NC=C(C=N1)C(F)(F)F)N1C(NC(CC1)=O)=O 1-(1-methyl-6-(1-(2-(1-((4-((5-(trifluoromethyl)pyrimidin-2-yl)amino)-piperidin-1-yl)sulfonyl)piperidin-3-yl)ethyl)piperidin-4-yl)-1H-indazol-3-yl)dihydropyrimidine-2,4(1H,3H)-dione